C(CCCCCCCC)OCC(COC(CCCBr)=O)(COCCCCCCCCC)COCCCCCCCCC.COC(C)C12CC(CC(N1C(=O)C1=NC=CC=C1)C2)C (cis-1-(1-methoxyethyl)-3-methyl-6-azabicyclo[3.1.1]hept-6-yl)(pyridin-2-yl)methanone 3-(Nonyloxy)-2,2-bis((nonyloxy)methyl)propyl-4-bromobutanoate